BrC1=C(C(=O)OC)C(=CC=C1)F methyl 2-bromo-6-fluorobenzoate